potassium trifluoro-(prop-1-en-2-yl) borate B(OC(=C)C(F)(F)F)([O-])[O-].[K+].[K+]